2-((5-methoxy-7-methyl-1H-indol-4-yl)methyl)-7-(methylamino)-2H-indazole-6-carbonitrile COC=1C(=C2C=CNC2=C(C1)C)CN1N=C2C(=C(C=CC2=C1)C#N)NC